6-(4-cyanophenyl)-N-(1-hydroxypropan-2-yl)-3-oxo-2-(pyridin-3-yl)-2,3-dihydropyridazine-4-carboxamide C(#N)C1=CC=C(C=C1)C=1C=C(C(N(N1)C=1C=NC=CC1)=O)C(=O)NC(CO)C